CN1C2CC(CC1CC2)NC(=O)C2=NC(=NC=C2)C2=CC1=C(C=CC=C1C=C2)NC(C=C)=O N-{8-methyl-8-azabicyclo[3.2.1]octan-3-yl}-2-[8-(prop-2-enamido)naphthalen-2-yl]pyrimidine-4-carboxamide